dodecyl-bis(aminoethyl)glycine methyl-3-{[(tert-butoxy)carbonyl]amino}bicyclo[1.1.1]pentane-1-carboxylate CC1C2(CC1(C2)NC(=O)OC(C)(C)C)C(=O)O.C(CCCCCCCCCCC)C(N(CCN)CCN)C(=O)O